tert-butyl-((7-chloro-2-iodobenzofuran-5-yl)oxy)dimethylsilane C(C)(C)(C)[Si](C)(C)OC=1C=C(C2=C(C=C(O2)I)C1)Cl